ClC1=CC=C(C=C1)C1=C(CCC(C1)(C)C)CN1C2CN(CC1CC2)C=2C=C1C(N(C(C1=CC2F)=O)C2C(NC(CC2)=O)=O)=O 5-(8-((4'-chloro-5,5-dimethyl-3,4,5,6-tetrahydro-[1,1'-biphenyl]-2-yl)methyl)-3,8-diazabicyclo[3.2.1]octan-3-yl)-2-(2,6-dioxopiperidin-3-yl)-6-fluoroisoindoline-1,3-dione